FC1=C(C(=O)N([C@H]2CNCCC2)C2=NC=CC3=CC=CC(=C23)C)C=CC(=C1)N1C(NC(C1)C)=O 2-fluoro-4-(4-methyl-2-oxoimidazolidin-1-yl)-N-(8-methylisoquinolin-1-yl)-N-((R)-piperidin-3-yl)benzamide